2-(2-((2S,4S)-2-(aminomethyl)-5-chloro-2-phenyl-2,3-dihydrobenzofuran-4-yl)-3-fluorophenoxy)ethan-1-amine NC[C@@]1(OC2=C(C1)C(=C(C=C2)Cl)C2=C(OCCN)C=CC=C2F)C2=CC=CC=C2